N-((4-((4-(cyclopropylamino)cyclohexyl)oxy)-3-nitrophenyl)sulfonyl)-2-(2,3-dihydropyrrolo[3',2':5,6]pyrido[2,3-b][1,4]oxazin-1(6H)-yl)benzamide C1(CC1)NC1CCC(CC1)OC1=C(C=C(C=C1)S(=O)(=O)NC(C1=C(C=CC=C1)N1C2=C(OCC1)N=C1C(=C2)C=CN1)=O)[N+](=O)[O-]